NCC(=O)N1C(CCCC1)OCC(=O)[C@@]12OC(O[C@@H]1C[C@H]1[C@@H]3CCC4=CC(C=C[C@@]4([C@H]3[C@H](C[C@]21C)O)C)=O)CCC (1S,2S,4R,8S,9S,11S,12S,13R)-8-(2-{[1-(2-Aminoacetyl)piperidin-2-yl]oxy}acetyl)-11-hydroxy-9,13-dimethyl-6-propyl-5,7-dioxapentacyclo[10.8.0.02,9.04,8.013,18]icosa-14,17-dien-16-one